C1(=CC(=CC=C1)C1=CC=CC(=N1)C(=O)N)C 6-(m-tolyl)picolinamide